C(NCCCNCCCCNCCCNCC1=C(C2=CC=CC=C2C=C1)O)C1=C(C2=CC=CC=C2C=C1)O 2,2'-(2,6,11,15-tetraazahexadecane-1,16-diyl)bis(naphthalen-1-ol)